FC(CC(C1=NNN=C1)NC(OC(C)(C)C)=O)(F)F Tert-butyl (3,3,3-trifluoro-1-(2H-1,2,3-triazol-4-yl)propyl)carbamate